C=1(C(=CC=CC1)C=1C=C(C=CC1)O)O 2,3'-biphenol